4-((5-Chloro-4-cyclopropyl-2-(N-methylmethanesulfonamido)phenyl)amino)-6-(cyclopropanecarboxamido)-N-ethoxynicotinamide ClC=1C(=CC(=C(C1)NC1=CC(=NC=C1C(=O)NOCC)NC(=O)C1CC1)N(S(=O)(=O)C)C)C1CC1